1,1-difluoro-6-nitro-indan FC1(CCC2=CC=C(C=C12)[N+](=O)[O-])F